ClCC=1N=CC(=C2C1OC=C2)C2=NOC(C2)(C2=CC(=CC=C2)C(F)(F)F)C(F)(F)F 7-chloromethyl-4-[4,5-dihydro-5-(trifluoromethyl)-5-[3-(trifluoromethyl)phenyl]-3-isoxazolyl]furo[2,3-c]pyridine